pentamethylcyclopentadienyl(1-isobutyl-1,5,6,7-tetrahydro-s-indacenyl)zirconium CC1=C(C(=C(C1([Zr]C1(C=CC2=CC=3CCCC3C=C12)CC(C)C)C)C)C)C